palladium platinum nickel copper [Cu].[Ni].[Pt].[Pd]